N-(3-p-pentylphenylnaphthyl)-2-(phenyl)-indole C(CCCC)C1=CC=C(C=C1)C=1C=C(C2=CC=CC=C2C1)N1C(=CC2=CC=CC=C12)C1=CC=CC=C1